tert-butyl (6-bromo-5-fluoro-2-methylpyridin-3-yl)carbamate BrC1=C(C=C(C(=N1)C)NC(OC(C)(C)C)=O)F